4-(methylthiomethoxy)butyric acid CSCOCCCC(=O)O